ClC1=C(C(=O)N2CCN(CC2)CC(=O)N[C@@H]2CNCC2)C=CC(=C1)NC=1C=2N(C=CN1)C(=CN2)C=2C(=NN(C2)CC#N)C(F)(F)F (S)-2-(4-(2-chloro-4-((3-(1-(cyanomethyl)-3-(trifluoromethyl)-1H-pyrazol-4-yl)imidazo[1,2-a]pyrazin-8-yl)amino)benzoyl)piperazin-1-yl)-N-(pyrrolidin-3-yl)acetamide